ClC1=CC=C2C=CN(C2=C1C(F)F)C1=NC=C(C(=N1)OC)OCCF 6-chloro-7-(difluoromethyl)-N-[5-(2-fluoroethoxy)-4-methoxy-pyrimidin-2-yl]-1H-indole